C(C1=CC=CC=C1)OC1=C(C=C(C(=O)N2[C@H](C[C@@H](C2)F)C(=O)N2[C@H](CCC2)C#N)C=C1F)F (R)-1-((2R,4S)-1-(4-(benzyloxy)-3,5-difluorobenzoyl)-4-fluoropyrrolidin-2-carbonyl)pyrrolidin-2-carbonitril